CC([C@@H](C(N1[C@@H](CCC1)C(NC=1SC(=CN1)C1=CC=CC=C1)=O)=O)NC(=O)C1=CC2=C(S1)C=CC(=C2)C(F)(F)P(O)(O)=O)(C)C ((2-(((S)-3,3-dimethyl-1-oxo-1-((S)-2-((5-phenylthiazol-2-yl)carbamoyl)pyrrolidin-1-yl)butan-2-yl)carbamoyl)benzo[b]thiophen-5-yl)difluoromethyl)phosphonic acid